F[C@H]1CN(CC[C@H]1NC1=CC=CC=2C(=C(OC21)C#CC)C=2N=CSC2)C 3-(7-(((3S,4R)-3-fluoro-1-methylpiperidin-4-yl)amino)-3-(thiazol-4-yl)benzofuran-2-yl)prop-2-yn